C(C)(C)(C)OC(=O)N1C(=CC2=CC(=CC=C12)O)C=1C=NC(=NC1)N1C[C@@H](CCC1)O.SCCSC(C)CSCCS 2,3-bis(mercaptoethylthio)propane tert-Butyl-5-hydroxy-2-{2-[(3R)-3-hydroxypiperidin-1-yl]pyrimidin-5-yl}-1H-indole-1-carboxylate